N4-(3-chloro-4-(trifluoromethoxy)phenyl)-N2-(3-methoxyphenyl)-5-(trifluoromethyl)pyrimidine-2,4-diamine ClC=1C=C(C=CC1OC(F)(F)F)NC1=NC(=NC=C1C(F)(F)F)NC1=CC(=CC=C1)OC